C(CCCCCCCCCCCCCCC)(=O)OCC(CSC[C@@H](C(N[C@H](C(NCCCNCCCCNCCCN)=O)CCCCNC(CNC(C1=CC=C(C=C1)CN1C2=NC(=NC(=C2N=C1O)N)NCCCC)=O)=O)=O)N)OC(CCCCCCCCCCCCCCC)=O (6R,9S)-6,23-diamino-9-(4-(2-(4-((6-amino-2-(butylamino)-8-hydroxy-9H-purin-9-yl)methyl) benzamido)acetamido)butyl)-7,10-dioxo-4-thia-8,11,15,20-tetraazatricosane-1,2-diyl dipalmitate